FC=1C(=NC(=NC1)NC1=NC=C(C=C1)C1CN(CC1)C(C)C)C1=C(C2=C(C3(N(C2=O)C)CC3)S1)C 2'-(5-Fluoro-2-((5-(1-isopropylpyrrolidin-3-yl)pyridin-2-yl)amino)pyrimidin-4-yl)-3',5'-dimethylspiro[cyclopropane-1,6'-thieno[2,3-c]pyrrol]-4'(5'H)-one